(RS)-6-(4-(1H-pyrazol-5-yl)phenyl)-2,2-difluoro-7-azaspiro[3.5]nonane-7-carboxylic acid tert-butyl ester C(C)(C)(C)OC(=O)N1[C@H](CC2(CC(C2)(F)F)CC1)C1=CC=C(C=C1)C1=CC=NN1 |r|